(anthracene-9-ylmethoxy)-4-oxobutanoic acid C1=CC=CC2=CC3=CC=CC=C3C(=C12)COC(C(=O)O)CC=O